NC=1C=C(C=CC1)C(C(F)(F)F)(C(F)(F)F)C1=CC=C(C=C1)N 2-(3-aminophenyl)-2-(4-aminophenyl)hexafluoropropane